3-methyl-3-(cyclohexylmethyl)-5-chloroindoline-1-carboxylic acid tert-butyl ester C(C)(C)(C)OC(=O)N1CC(C2=CC(=CC=C12)Cl)(CC1CCCCC1)C